ClC1=C(C(=O)N)C(=CC(=N1)Cl)NCC1=CC=C(C=C1)OC 2,6-Dichloro-4-[(4-methoxybenzyl)amino]nicotinamide